COC=1C=C(C=CC1OC)C1=CN=C2N1N=C(C=C2)NCCCO 3-[[3-(3,4-dimethoxy-phenyl)imidazo[1,2-b]pyridazin-6-yl]amino]propan-1-ol